C1(CCC1)C1=C(C=CC=C1F)C1=CC(=CC=C1O[C@H]1C[C@@H](CC1)NC([C@H]1N(CC(C1)(C)C)C)=O)C(C(=O)O)(C)C 2-[2'-cyclobutyl-3'-fluoro-6-({(1R,3R)-3-[(1,4,4-trimethyl-L-prolyl)amino]cyclopentyl}oxy)[1,1'-biphenyl]-3-yl]-2-methylpropanoic acid